[(2-{6-Cyclopropyl-4-[4-fluoro-2-(4-methyl-1,2,4-triazol-3-yl)phenyl]pyridin-2-yl}-6,7-difluoro-1,3-benzoxazol-5-yl)methyl](2-methoxyethyl)amine C1(CC1)C1=CC(=CC(=N1)C=1OC2=C(N1)C=C(C(=C2F)F)CNCCOC)C2=C(C=C(C=C2)F)C2=NN=CN2C